N1CC(CC1)N pyrrolidine-3-amine